N1(C=NC=C1)C=1C=C(CN(CCC2=CC=C(C=C2)[N+](=O)[O-])CC=2C=C3C=NN(C3=CC2)C)C=CC1 N-(3-(1H-Imidazol-1-yl)benzyl)-N-((1-methyl-1H-indazol-5-yl)methyl)-2-(4-nitrophenyl)ethan-1-amine